methyl 6-methoxy-2-((1S,2R)-2-methyl-4-(N-methylacetamido)cyclohexyl)-2H-indazole-5-carboxylate COC=1C(=CC2=CN(N=C2C1)[C@@H]1[C@@H](CC(CC1)N(C(C)=O)C)C)C(=O)OC